3,5-dinitrobenzyl amino-L-alaninate NN[C@@H](C)C(=O)OCC1=CC(=CC(=C1)[N+](=O)[O-])[N+](=O)[O-]